benzyl (6-(chlorosulfonyl)pyridazin-3-yl)carbamate ClS(=O)(=O)C1=CC=C(N=N1)NC(OCC1=CC=CC=C1)=O